CS(=O)(=O)[O-].C(CCCC)[NH+]1CC(CCC1)CC 1-Pentyl-3-ethylpiperidinium methansulfonat